ethylMaleimide C(C)C=1C(=O)NC(C1)=O